FC1=C(C=C(C#N)C=C1)C(F)(F)F 4-FLUORO-3-(TRIFLUOROMETHYL)BENZONITRILE